OC1CC2(C(N(C3=NC=CC=C32)COCC[Si](C)(C)C)=O)CC1 3-Hydroxy-1'-((2-(trimethylsilyl)ethoxy)methyl)spiro[cyclopentane-1,3'-pyrrolo[2,3-b]pyridin]-2'(1'H)-one